methyl 2-((1-(6-chloro-2-morpholino-4-oxo-3-(2,2,2-trifluoroethyl)-3,4-dihydroquinazolin-8-yl)ethyl)amino)benzoate ClC=1C=C2C(N(C(=NC2=C(C1)C(C)NC1=C(C(=O)OC)C=CC=C1)N1CCOCC1)CC(F)(F)F)=O